tert-butyl (3R)-4-(2-fluoroprop-2-enoyl)-3-(trifluoromethyl)piperazine-1-carboxylate FC(C(=O)N1[C@H](CN(CC1)C(=O)OC(C)(C)C)C(F)(F)F)=C